OCC(CO)N(CCC[C@H](C(C)C)N1CC2(C1)CN(CC2)C=2N=CN=NC2OC2=C(C(=O)N(C(C)C)CC)C=C(C=C2)F)C (R)-2-((5-(2-(6-((1,3-dihydroxypropan-2-yl)(methyl)amino)-2-methylhexan-3-yl)-2,6-diazaspiro[3.4]octan-6-yl)-1,2,4-triazin-6-yl)oxy)-N-ethyl-5-fluoro-N-isopropylbenzamide